ClC1=C(OCC(=O)N(CC(=O)OC)CC=2C=NC(=CC2)C#N)C=C(C=C1F)F methyl 2-[[2-(2-chloro-3,5-difluoro-phenoxy)acetyl]-[(6-cyano-3-pyridyl)methyl]amino]acetate